N-[2-(3-aminopropanoylamino)ethyl]-4-[[3-[4-(cyanomethoxy)-2,3-difluorophenyl]imidazo[1,2-a]pyrazin-8-yl]amino]-2-ethylbenzamide formate C(=O)O.NCCC(=O)NCCNC(C1=C(C=C(C=C1)NC=1C=2N(C=CN1)C(=CN2)C2=C(C(=C(C=C2)OCC#N)F)F)CC)=O